4-methylene-2,6-epoxydecane C=C1CC(C)OC(C1)CCCC